C(=C)SC=1OC2=C(N1)C=CC(=C2)C 2-vinylthio-6-methylbenzoxazole